FC=1C=2C(SC1C(=O)OC)=CSC2 methyl 3-fluorothieno[3,4-b]thiophene-2-carboxylate